BrC1=C(C2=C(CCC(O2)C)C=C1)F 7-bromo-8-fluoro-2-methyl-3,4-dihydro-2H-1-benzopyran